benzene dihydroxide [OH-].[OH-].C1=CC=CC=C1